C1=CC=C(C=C1)N(C2=CC=CC=C2)C3=CC=C(C=C3)C4=CC=C(C=C4)N(C5=CC=CC6=CC=CC=C65)C7=CC=CC8=CC=CC=C87 N,N-di(naphthalene-1-yl)-N,N-diphenylbenzidine